(S)-N-((+)-1-(3-amino-4-fluorophenyl)-3-cyclopropyl-1-(pyridin-2-yl)propyl)-2-methylpropane-2-sulfinamide NC=1C=C(C=CC1F)C(CCC1CC1)(C1=NC=CC=C1)N[S@@](=O)C(C)(C)C